ClC1=C(C=C2C(=NN=C(C2=C1)N1CCN(CC1)C(=O)OC(C)(C)C)OC1=CC=CC=C1)C1=C(C=CC=C1O)F tert-Butyl 4-(7-chloro-6-(2-fluoro-6-hydroxyphenyl)-4-phenoxyphthalazin-1-yl)piperazine-1-carboxylate